NC(C)C1=NC(=CC2=C1CN(C2=O)C2=NC(=CC=C2)C2=NN=C(N2CC)C)N(C)CC 4-[(1ξ)-1-aminoethyl]-6-[ethyl(methyl)amino]-2-[6-(4-ethyl-5-methyl-4H-1,2,4-triazol-3-yl)pyridin-2-yl]-2,3-dihydro-1H-pyrrolo[3,4-c]pyridin-1-one